N1C=C(C=CC=C1)N (3S)-azepin-3-amine